1-((6-(2H-1,2,3-triazol-2-yl)pyridin-3-yl)methyl)-4-(bicyclo[1.1.1]pentan-1-yl)-1,4-dihydropyrazine-2,3-dione N=1N(N=CC1)C1=CC=C(C=N1)CN1C(C(N(C=C1)C12CC(C1)C2)=O)=O